ClC=1C(=C(C(=CC1)C(F)F)C1=CN=CC(=N1)C(=O)NC=1C=NN(C1)[C@@H](C)C1=NC(=C(C=C1)N1C([C@@H]2C[C@@H]2C1)=O)C)F |o1:24| 6-(3-chloro-6-(difluoromethyl)-2-fluorophenyl)-N-(1-((S or R)-1-(6-methyl-5-((1R,5S)-2-oxo-3-azabicyclo[3.1.0]hex-3-yl)pyridin-2-yl)ethyl)-1H-pyrazol-4-yl)pyrazine-2-carboxamide